ClC1=C(C=2N=C(N=C(C2C(=N1)OCC1(COC1)NC)O)SC)F 7-chloro-8-fluoro-5-((3-(methylamino)oxetan-3-yl)methoxy)-2-(methylthio)pyrido[4,3-d]pyrimidin-4-ol